N,N'-dithiobiscaprolactam C1(CCCCCN1SSN1C(CCCCC1)=O)=O